chloro-N-(3-(6-methoxypyridin-3-yl)phenyl)-N-methyl-[1,2,4]triazolo[4,3-a]quinazolin-5-amine ClC1=NN=C2N1C1=CC=CC=C1C(=N2)N(C)C2=CC(=CC=C2)C=2C=NC(=CC2)OC